FC=1C(=NC(=CC1)F)C(C)=O 1-(3,6-Difluoropyridin-2-yl)ethanone